trans-5-(2-(4-fluoro-3-methoxy-5-(pyrrolidin-1-yl)phenyl)cyclopropyl)-2,2'-bipyrimidine FC1=C(C=C(C=C1N1CCCC1)[C@H]1[C@@H](C1)C=1C=NC(=NC1)C1=NC=CC=N1)OC